(4R)-N-{[(2R)-1,4-Dioxolan-2-yl]methyl}-4-methyl-2-[(oxolan-4-yl)methyl]-8-(trifluoromethyl)-4,5-dihydro-2H-furo[2,3-g]indazole-7-carboxamide O1[C@@H](COC1)CNC(=O)C1=C(C2=C(C[C@H](C3=CN(N=C23)CC2CCOC2)C)O1)C(F)(F)F